O=C1NC(CC[C@@H]1N1C(C2=CC=C(C=C2C1)N1CCN(CC1)C1CC2(C1)CCN(CC2)C(=O)OC(C)(C)C)=O)=O tert-butyl (S)-2-(4-(2-(2,6-dioxopiperidin-3-yl)-1-oxoisoindolin-5-yl) piperazin-1-yl)-7-azaspiro[3.5]nonane-7-carboxylate